4-methyl-N-(4-methyl-[1,1'-biphenyl]-3-yl)[1,1'-biphenyl]-3-amine CC1=C(C=C(C=C1)C1=CC=CC=C1)NC=1C=C(C=CC1C)C1=CC=CC=C1